Cl.N1=CC(=C(C=C1)CO)CO pyridine-3,4-diyldimethanol hydrochloride